NC12CC3(CC(CC(C1)C3)(C2)C)C 1-amino-3,5-dimethyl-adamantane